4-chloro-5-iodo-7-(propan-2-yl-1,1,1,3,3,3-d6)-7H-pyrrolo[2,3-d]pyrimidine ClC=1C2=C(N=CN1)N(C=C2I)C(C([2H])([2H])[2H])C([2H])([2H])[2H]